1-(tert-Butyl) 2-methyl (2R)-5-hydroxypyrrolidine-1,2-dicarboxylate Lithium triethylborohydride C(C)[BH-](CC)CC.[Li+].OC1CC[C@@H](N1C(=O)OC(C)(C)C)C(=O)OC